3-sulfanyl-4-methylpentan-1-ol SC(CCO)C(C)C